ClC1=CC=C2C(=N1)N=C(O2)N[C@H]2CN(CCC2)CCC 5-Chloro-N-[(3R)-1-propyl-3-piperidyl]oxazolo[4,5-b]pyridin-2-amine